1-(6-(4-isopropyl-4H-1,2,4-triazol-3-yl)pyridin-2-yl)-3-(4-(pyrrolidin-1-yl)phenyl)imidazolidin-2-one C(C)(C)N1C(=NN=C1)C1=CC=CC(=N1)N1C(N(CC1)C1=CC=C(C=C1)N1CCCC1)=O